azepan-1-yl-[3-(6,8-difluoroimidazo[1,2-a]pyridin-3-yl)-1-(2-trimethylsilylethoxymethyl)pyrazolo[4,3-c]pyridin-6-yl]methanone N1(CCCCCC1)C(=O)C1=CC2=C(C=N1)C(=NN2COCC[Si](C)(C)C)C2=CN=C1N2C=C(C=C1F)F